C(C)N1N=C(C=C1C(=O)N=C1SC=2C(=NC=C(C2)C(=O)O)N1)C 2-((1-ethyl-3-methyl-1H-pyrazole-5-carbonyl)imino)-2,3-dihydrothiazolo[4,5-b]pyridine-6-carboxylic acid